2-Chloro-5-ethoxyaniline ClC1=C(N)C=C(C=C1)OCC